carbamic acid tert-butyl ester oxalate C(C(=O)O)(=O)O.C(C)(C)(C)OC(N)=O